CC=1C(=NC(=NC1)NC=1C=NN(C1)C1CCN(CC1)C(=O)C1(CC1)C(F)(F)F)C1=CC=C(C(=O)O)C=C1 4-(5-Methyl-2-((1-(1-(1-(trifluoromethyl)cyclopropanecarbonyl)piperidin-4-yl)-1H-pyrazol-4-yl)amino)pyrimidin-4-yl)benzoic Acid